1-((5-(benzofuran-2-yl)-4H-1,2,4-triazol-3-yl)methyl)-4-benzylpiperidine O1C(=CC2=C1C=CC=C2)C=2NC(=NN2)CN2CCC(CC2)CC2=CC=CC=C2